C(C)(=O)C1=C(C2=C(N=C(N=C2)NC2=CC=C(C=N2)N2CCN(CC2)C(CCCCCCCCC(=O)NC2=C(C(=O)NC=3SC(=C(N3)C)C)C=CC=C2)=O)N(C1=O)C1CCCC1)C 2-(10-(4-(6-((6-Acetyl-8-cyclopentyl-5-methyl-7-oxo-7,8-dihydropyrido[2,3-d]pyrimidin-2-yl)amino)pyridin-3-yl)piperazin-1-yl)-10-oxodecanamido)-N-(4,5-dimethylthiazol-2-yl)benzamide